tert-butyloxycarbonyl-4-ethynylpiperidine C(C)(C)(C)OC(=O)N1CCC(CC1)C#C